C(C(=O)OC1=C(C(=C(C=C1Cl)Cl)Cl)C(=O)OCC1=C(C=CC=C1)CC)(=O)OC1=C(C(=C(C=C1Cl)Cl)Cl)C(=O)OCC1=C(C=CC=C1)CC bis(3,4,6-trichloro-2-{[(2-ethylphenyl)methoxy]carbonyl} phenyl) oxalate